(2'R,4R)-2-ethyl-2'-methyl-spiro[6,7-dihydrothieno[3,2-c]pyran-4,4'-piperidine] C(C)C1=CC2=C(CCO[C@]23C[C@H](NCC3)C)S1